hexaallylcyclotrisiloxane C(C=C)[Si]1(O[Si](O[Si](O1)(CC=C)CC=C)(CC=C)CC=C)CC=C